ONC(=O)C[C@@H](CC1=CC2=CC=CC=C2C=C1)N1N=NC(=C1)CNC(C1=CC=C(C=C1)OC)=O N-[1-((R)-2-Hydroxycarbamoyl-1-naphthalen-2-ylmethyl-ethyl)-1H-[1,2,3]triazol-4-ylmethyl]-4-methoxy-benzamide